ClC=1CN(C(=CC1OCC1=NC=C(C=C1F)F)C1CC1)C1=CC(=NC=C1C)C(\C=C\N(C)C)=O (E)-3-chloro-6-cyclopropyl-4-((3,5-difluoropyridin-2-yl)methoxy)-2'-(3-(dimethylamino)acryloyl)-5'-methyl-2H-[1,4'-bipyridine]